FC1=C(C(=NC(=N1)C1=CN=C(S1)OC)OC)C(F)(F)F 6-fluoro-4-methoxy-2-(2-methoxy-5-thiazolyl)-5-(trifluoromethyl)pyrimidine